nickel lanthanum salt [La].[Ni]